C(C)(C)(C)P(CCCCS(=O)(=O)O)C(C)(C)C 4-(di-tert-butylphosphino)butane-1-sulfonic acid